(R)-7-(4-bromo-3-(trifluoromethyl)benzoyl)-2-(3,5-dimethyl-1H-pyrazol-1-yl)-3-(4-((S)-2-hydroxypropoxy)phenyl)-6-methyl-5,6,7,8-tetrahydropyrido[3,4-d]pyrimidin-4(3H)-one BrC1=C(C=C(C(=O)N2CC=3N=C(N(C(C3C[C@H]2C)=O)C2=CC=C(C=C2)OC[C@H](C)O)N2N=C(C=C2C)C)C=C1)C(F)(F)F